2-(3,5-difluoro-4-(thiophen-3-yl)phenyl)-2-methylpropionic acid FC=1C=C(C=C(C1C1=CSC=C1)F)C(C(=O)O)(C)C